C(C1=CC=CC=C1)N(CCCN)C N-benzyl-methyl-aminopropyl-amine